N-(2,6-dioxo-3-piperidyl)benzofuran-3-carboxamide O=C1NC(CCC1NC(=O)C1=COC2=C1C=CC=C2)=O